N-[(2R)-1,4-dioxan-2-ylmethyl]-2-[(2S)-1,4-dioxan-2-ylmethyl]-8-methyl-4,5-dihydro-2H-furo[2,3-g]indazole-7-carboxamide O1[C@@H](COCC1)CNC(=O)C1=C(C2=C(CCC3=CN(N=C23)C[C@@H]2OCCOC2)O1)C